tert-butyl (1-(6-((4-(2-chlorophenyl)thiazol-2-yl)carbamoyl)pyridin-3-yl)piperidin-4-yl)carbamate ClC1=C(C=CC=C1)C=1N=C(SC1)NC(=O)C1=CC=C(C=N1)N1CCC(CC1)NC(OC(C)(C)C)=O